1-sec-butyl-7-[((R)-cyclopropyl-quinolin-3-yl-methyl)-amino]-1H-pyrazolo[4,3-d]pyrimidine-5-carboxylic acid cyclopropylamide C1(CC1)NC(=O)C=1N=C(C2=C(N1)C=NN2C(C)CC)N[C@@H](C=2C=NC1=CC=CC=C1C2)C2CC2